C1(=CC=C(C=C1)CN1N=CC2=CC(=CC(=C12)C(=O)O)Cl)C1=CC=CC=C1 1-([1,1'-Biphenyl]-4-ylmethyl)-5-chloro-1H-indazole-7-carboxylic acid